(R)-2-((6-(2-(acetamidomethyl)-5,5-difluoropiperidine-1-carbonyl)-5-methylpyridin-2-yl)amino)isonicotinic acid methyl ester COC(C1=CC(=NC=C1)NC1=NC(=C(C=C1)C)C(=O)N1[C@H](CCC(C1)(F)F)CNC(C)=O)=O